5-(Prop-1-yn-1-yl)pyrrolidin-2-one C(#CC)C1CCC(N1)=O